[Na+].S(=O)(=O)(O)C(C(=O)[O-])CC(=O)[O-].C(CCCCCCC\C=C/CCCCCCCC)OCCCCCCCC\C=C/CCCCCCCC.[Na+] oleyl ether sulfosuccinate sodium salt